Cl.CC1=CC(=NC=C1)C#N 4-methylpicolinonitrile hydrochloride